7-Hydroxy-3H-phenoxazin-3-one 10-oxide OC=1C=C2OC3=CC(C=CC3=[N+](C2=CC1)[O-])=O